4-chloro-2,9-diethyl-1,10-phenanthroline ClC1=CC(=NC2=C3N=C(C=CC3=CC=C12)CC)CC